FC=1C=C2C=3C(=CN(C2=NC1N1CCNCC1)CC)C1=CC(=CC=C1N3)Cl 2-fluoro-8-chloro-3-piperazin-1-yl-5-ethyl-5H-indolo[3,2-c][1,8]naphthyridine